N-(4-(cis-bicyclo[3.1.0]hexan-3-yloxy)-3-fluoro-5-methylphenyl)-5-(2-fluoroethyl)-2-(3-methoxy-3-methylazetidin-1-yl)oxazole-4-carboxamide C12CC(CC2C1)OC1=C(C=C(C=C1C)NC(=O)C=1N=C(OC1CCF)N1CC(C1)(C)OC)F